N-(4-((3-chloro-4-(trifluoromethyl)phenyl)amino)-3-(1-methyl-1H-imidazol-4-yl)phenyl)acrylamide ClC=1C=C(C=CC1C(F)(F)F)NC1=C(C=C(C=C1)NC(C=C)=O)C=1N=CN(C1)C